(RS)-chromane O1CCCC2=CC=CC=C12